chloro-7-((2-methyl-1H-benzo[d]imidazol-6-yl)oxy)-2-(1-(1-(oxetan-3-yl)piperidin-4-yl)-1H-pyrazol-4-yl)quinoxaline ClC=1C(=NC2=CC(=CC=C2N1)OC=1C=CC2=C(NC(=N2)C)C1)C=1C=NN(C1)C1CCN(CC1)C1COC1